aluminium didecylphosphinate C(CCCCCCCCC)P([O-])(=O)CCCCCCCCCC.[Al+3].C(CCCCCCCCC)P([O-])(=O)CCCCCCCCCC.C(CCCCCCCCC)P([O-])(=O)CCCCCCCCCC